phenyl furan-2-carboxylate O1C(=CC=C1)C(=O)OC1=CC=CC=C1